3-{(1R)-2-cyano-1-[4-(7H-pyrrolo[2,3-d]pyrimidin-4-yl)-1H-pyrazol-1-yl]ethyl}benzonitrile trifluoroacetate FC(C(=O)O)(F)F.C(#N)C[C@@H](N1N=CC(=C1)C=1C2=C(N=CN1)NC=C2)C=2C=C(C#N)C=CC2